CC=1C=C(C=C(C1)C)B(O)O 3,5-dimethylphenyl-boronic acid